C1(CCC1)OC([C@@H](N)C)=O L-alanine cyclobutyl ester